3-(pyrimidin-5-yl)prop-2-en-1-one N1=CN=CC(=C1)C=CC=O